C(C)(C)(C)OC(N[C@H](CNC(=O)C=1NC2=CC(=CC=C2C1)C1=CC=C(C=C1)F)CCC(C(C)C)NC(OC(C)(C)C)=O)=O ((2S)-1-(6-(4-fluorophenyl)-1H-indole-2-carboxamido)-6-methylheptane-2,5-diyl)dicarbamic acid di-tert-butyl ester